N-methyl-N-meth-oxybutyl-pyrrolidinium tetrafluoroborate F[B-](F)(F)F.C[N+]1(CCCC1)CCCCOC